N1(CCCCC1)CCCCCCCC#CC=1C=CC2=C(C(=CO2)C2C(NC(CC2)=O)=O)C1 3-(5-(9-(piperidin-1-yl)non-1-yn-1-yl)benzofuran-3-yl)piperidine-2,6-dione